CN(C=1C(=C(C(=C2C=NNC12)C=1N=CC=2N(C1)C=C(N2)NC(=O)[C@H]2[C@H](C2)F)C(F)(F)F)F)C (1S,2S)-N-(6-(7-(dimethylamino)-6-fluoro-5-(trifluoromethyl)-1H-indazol-4-yl)imidazo[1,2-a]pyrazin-2-yl)-2-fluorocyclopropane-1-carboxamide